6-methoxy-4-[3-(trifluoromethyl)-7,8-dihydro-5H-1,6-naphthyridin-6-yl]quinazoline COC=1C=C2C(=NC=NC2=CC1)N1CC=2C=C(C=NC2CC1)C(F)(F)F